(R)-1,2-Dimethyl-3-methylenecyclopentyl-acetaldehyde C[C@]1(C(C(CC1)=C)C)CC=O